16-hydroxyoleic acid OC(CCCCC\C=C/CCCCCCCC(=O)O)CC